CC(C(C(C(CC)O)O)O)O 2,3,4,5-heptantetrol